C(C)OC(=O)C1C(N(CCC1C1=CC=C(C=C1)OC)C(=O)OC(C)(C)C)C (+/-)-(cis)-4-(4-methoxyphenyl)-2-methylpiperidine-1,3-dicarboxylic acid 1-tert-butyl 3-ethyl ester